(3-(2-(6-(methylsulfonyl)pyridin-3-yl)furo[3,2-b]pyridin-7-yl)phenyl)(pyrrolidin-1-yl)methanone CS(=O)(=O)C1=CC=C(C=N1)C1=CC2=NC=CC(=C2O1)C=1C=C(C=CC1)C(=O)N1CCCC1